2-(1-(4-fluorophenyl)-5-methoxy-2-methyl-1H-indol-3-yl)propionitrile FC1=CC=C(C=C1)N1C(=C(C2=CC(=CC=C12)OC)C(C#N)C)C